FC(COC1=NSN=C1C=1CN(CCC1)C)(C(C(CC)(F)F)(F)F)F 3-((2,2,3,3,4,4-hexafluorohexyl)oxy)-4-(1-methyl-1,2,5,6-tetrahydropyridin-3-yl)-1,2,5-thiadiazole